C(C1=CC=CC=C1)OCC1N=C(C=NC1)C1=CC(=NC(=C1)Cl)Br 5-((benzyloxy)methyl)-3-(2-bromo-6-chloropyridin-4-yl)-5,6-dihydropyrazin